ClC1=C(C=C2CCC(C2=C1)NC)C=1SC=C2C1N=CN(C2=O)CC2(CCN(CC2)C(CC(C2=CC=CC=C2)C2CC2)=O)O 7-(6-chloro-1-(methylamino)-2,3-dihydro-1H-inden-5-yl)-3-((1-(3-cyclopropyl-3-phenylpropionyl)-4-hydroxypiperidin-4-yl)methyl)thieno[3,4-d]pyrimidin-4(3H)-one